C(C)(C)(C)C(CC1=C(C=CC(=C1)F)Br)O tert-butyl-2-(2-bromo-5-fluorophenyl)ethanol